N1=CC=CC2=CC(=CC=C12)N 6-quinolinylamine